CNC(=O)C1=NN2C(CNCCC2)=C1 N-methyl-5,6,7,8-tetrahydro-4H-pyrazolo[1,5-a][1,4]diazepine-2-carboxamide